dimethyl-4-oxo-3,4-dihydroquinazoline-6-sulfonamide CN1C(=NC2=CC=C(C=C2C1=O)S(=O)(=O)N)C